C(#N)C=1C=CC(=NC1)NC(CC)=O N-(5-cyanopyridin-2-yl)propionamide